((R,Z)-1-hydroxycyclooct-4-en-1-yl)ethyl 8-(6-fluoronicotinoyl)-3,8-diazabicyclo[3.2.1]octane-3-carboxylate FC1=NC=C(C(=O)N2C3CN(CC2CC3)C(=O)OCC[C@@]3(CC\C=C/CCC3)O)C=C1